2-(1-(cyclopropylmethyl)-1H-indol-2-yl)-3-phenylimidazo[1,2-a]pyridine-7-carboxylic acid methyl ester COC(=O)C1=CC=2N(C=C1)C(=C(N2)C=2N(C1=CC=CC=C1C2)CC2CC2)C2=CC=CC=C2